N1(N=CC=C1)C1=C(C=CC=C1)CN (2-(1H-pyrazol-1-yl)phenyl)methylamine